N2,N6-Bis(6-fluoro-1-hydroxy-1,3-dihydrobenzo[c][1,2]oxaborol-5-carbonyl)-L-lysin FC=1C(=CC2=C(B(OC2)O)C1)C(=O)N[C@@H](CCCCNC(=O)C1=CC2=C(B(OC2)O)C=C1F)C(=O)O